4-chloro-N-(2,4-difluoro-3-iodophenyl)-3-(trifluoromethyl)benzenesulfonamide ClC1=C(C=C(C=C1)S(=O)(=O)NC1=C(C(=C(C=C1)F)I)F)C(F)(F)F